CC(C)NC1CC(CC(C1)(C)C)(C)CNC(C)C 1-(1-methylethylamino)-3-(1-methylethylaminomethyl)-3,5,5-trimethylcyclohexane